bis(1,2,2,6,6-pentamethyl-4-piperidyl)malonate CN1C(CC(CC1(C)C)C(C(=O)[O-])(C(=O)[O-])C1CC(N(C(C1)(C)C)C)(C)C)(C)C